(1r,3s)-3-(((5s,7s)-7-fluoro-5-phenyl-6,7-dihydro-5H-pyrrolo[1,2-b][1,2,4]triazol-2-yl)thio)cyclobutanol F[C@H]1C[C@H](N2N=C(N=C21)SC2CC(C2)O)C2=CC=CC=C2